NC1(CC1)C1CN(CCC1)C1=NC=CC(=N1)NC1=NNC(=C1)C1CC1 2-[3-(1-Aminocyclopropyl)-1-piperidyl]-N-(5-cyclopropyl-1H-pyrazol-3-yl)pyrimidin-4-amine